FC1=CC=C(C=C1)C=1C=C2C(NC=NC2=C(C1)S(=O)(=O)N)=O 6-(4-fluorophenyl)-4-oxo-3,4-dihydroquinazoline-8-sulfonamide